N-(3-(2-((4-(piperazin-1-yl)phenyl)amino)pyrrolo[2,1-f][1,2,4]triazin-7-yl)phenyl)methanesulfonamide N1(CCNCC1)C1=CC=C(C=C1)NC1=NN2C(C=N1)=CC=C2C=2C=C(C=CC2)NS(=O)(=O)C